tert-butyl (2R,5S)-5-[2-(4-chloro-3-fluorophenoxy)acetamido]-2-({[4-(trifluoromethyl)phenyl]methyl}carbamoyl)piperidine-1-carboxylate ClC1=C(C=C(OCC(=O)N[C@H]2CC[C@@H](N(C2)C(=O)OC(C)(C)C)C(NCC2=CC=C(C=C2)C(F)(F)F)=O)C=C1)F